CN(C)CC1CCN(CC1)C1=C(C=C(C=N1)CC1=CN=C2C(=NC(=NN21)N[C@@H](C)CCC)N)C (S)-7-((6-(4-((Dimethylamino)methyl)piperidin-1-yl)-5-methylpyridin-3-yl)methyl)-N2-(pentan-2-yl)imidazo[2,1-f][1,2,4]triazin-2,4-diamin